COC(CCCCCCCC1C(C1)CCCCCCCCC(CCCCCC)OC(CCCN(C)C)=O)=O methyl-8-[2-(9-{[4-(dimethylamino)butanoyl]oxy}pentadecyl)cyclopropyl]octanoate